N-(2-chloro-4-(trifluoromethyl)phenyl)-2-(2-(3,6-dihydro-2H-pyran-4-yl)-5-ethyl-7-oxo-6-(4-(pyrimidin-4-yl)piperazin-1-yl)-[1,2,4]triazolo[1,5-a]pyrimidin-4(7H)-yl)acetamide ClC1=C(C=CC(=C1)C(F)(F)F)NC(CN1C=2N(C(C(=C1CC)N1CCN(CC1)C1=NC=NC=C1)=O)N=C(N2)C=2CCOCC2)=O